C(C)OC(=O)C1=NC(=NO1)C1=CC(=C(C(=C1)C1CC1)O)Cl 3-(3-chloro-5-cyclopropyl-4-hydroxyphenyl)-1,2,4-oxadiazole-5-carboxylic acid ethyl ester